undecyl 6-((8-((4,4-bis(hexyloxy)butanoyl)oxy)octyl)(2-hydroxyethyl)amino)hexanoate C(CCCCC)OC(CCC(=O)OCCCCCCCCN(CCCCCC(=O)OCCCCCCCCCCC)CCO)OCCCCCC